NC=1C(N(C2=C(N1)SC(=C2)CNC2CCCCC2)C2=CC(=C(C=C2)C)OC2=CC=CC=C2)=O 3-amino-6-((cyclohexylamino)methyl)-1-(4-methyl-3-phenoxyphenyl)thieno[2,3-b]pyrazin-2(1H)-one